C(#N)C=1N=CC(=NC1)NC1=CC(=C(N=N1)C1CC1)NCC1CN(CCO1)C(=O)OC(C)(C)C tert-butyl 2-((6-(5-cyanopyrazin-2-ylamino)-3-cyclopropylpyridazin-4-ylamino)methyl)morpholine-4-carboxylate